(isocyanatomethyl)-1,3,3-trimethylcyclohexan N(=C=O)CC1(CC(CCC1)(C)C)C